C(C)(C)(C)OC(N(CC1=CC=C(C=C1)C1=NC=CC=C1OC)C1=CC(=NC=2N1N=CC2C2CC2)Cl)=O (5-chloro-3-cyclopropylpyrazolo[1,5-a]pyrimidin-7-yl)(4-(3-methoxypyridin-2-yl)benzyl)carbamic acid tert-butyl ester